C1(=CC=CC=C1)S(=O)(=O)N1CC(NCC1)C(=O)OC methyl 4-(phenylsulfonyl)piperazine-2-carboxylate